FC1=CC(=C(CC2=CN=C3N2CCN(C3)C(=O)OC(C)(C)C)C=C1)C(F)(F)F tert-Butyl 3-(4-fluoro-2-(trifluoromethyl)benzyl)-5,6-dihydroimidazo[1,2-a]pyrazine-7(8H)-carboxylate